C(C)(C)(C)C1=NOC(=N1)C(=O)N[C@H](C)C1=C(C=C(C=C1)C1=NC=NC=2NC3=CC(=C(C=C3C21)OC)N2CCN(CC2)CC2=CC=C(C=C2)SC2C(NC(CC2)=O)=O)C 3-(tert-butyl)-N-((1R)-1-(4-(7-(4-(4-((2,6-dioxopiperidin-3-yl)thio)benzyl)piperazin-1-yl)-6-methoxy-9H-pyrimido[4,5-b]indol-4-yl)-2-methylphenyl)ethyl)-1,2,4-oxadiazole-5-carboxamide